[Si](C1=CC=CC=C1)(C1=CC=CC=C1)(C(C)(C)C)OC[C@H]1N(CC(=C1)C1=CC=CC=C1)C(=O)OC(C)(C)C tert-butyl (S)-2-(((tert-butyldiphenylsilyl) oxy) methyl)-4-phenyl-2,5-dihydro-1H-pyrrole-1-carboxylate